C(C)(CC)O[Al](OC(C)CC)OC(C)CC trisec-Butoxyaluminum